6-(2-pyridinyl)-5,6-dihydrobenzimidazo[1,2-c]quinazoline N1=C(C=CC=C1)C1NC2=CC=CC=C2C=2N1C1=C(N2)C=CC=C1